3,5-difluoromethylaniline FCC=1C=C(N)C=C(C1)CF